ethyl 2-(4-chlorobenzyl)-2-((ethoxy carbonyl)(hexyl)amino)-3-methylbutanoate ClC1=CC=C(CC(C(=O)OCC)(C(C)C)N(CCCCCC)C(=O)OCC)C=C1